COC1=CC=C(CN2C(C(C=3C(=NC=CC32)C(=O)N)(C(F)(F)F)C)=O)C=C1 1-(4-methoxybenzyl)-3-methyl-2-oxo-3-(trifluoromethyl)-2,3-dihydro-1H-pyrrolo[3,2-c]pyridine-4-carboxamide